5-(3-(5,6-dichlorobenzo[d]thiazol-2-yl)propyl)-N-hydroxyisoxazole-3-carboxamide ClC=1C(=CC2=C(N=C(S2)CCCC2=CC(=NO2)C(=O)NO)C1)Cl